BrCC=1OC(OC1CCCC)=O 4-(bromomethyl)-5-butyl-1,3-dioxol-2-one